2-[(1-methyl-1H-1,2,3-triazol-4-yl)methyl]-6-(4,4,5,5-tetramethyl-1,3,2-dioxaborolan-2-yl)-2,3-dihydro-1H-isoindol-1-one CN1N=NC(=C1)CN1C(C2=CC(=CC=C2C1)B1OC(C(O1)(C)C)(C)C)=O